FC(C1=NC(=NO1)C=1C=C2CCC(C2=CC1)NC(=O)C1=CN=C(N1C)C)F N-(5-(5-(difluoromethyl)-1,2,4-oxadiazol-3-yl)-2,3-dihydro-1H-inden-1-yl)-1,2-dimethyl-1H-imidazole-5-carboxamide